OC1=C(C=C(C=C1)N1C(C2=CC=C(C=C2CC1)C1=CC=C(C=C1)OC(F)(F)F)=O)NS(=O)(=O)CC N-(2-hydroxy-5-(1-oxo-6-(4-(trifluoromethoxy)phenyl)-3,4-dihydroisoquinolin-2(1H)-yl)phenyl)ethanesulfonamide